C(C1=CC=CC=C1)OC1=CC=C(N=N1)C1=CCCN(C1)[C@H](C(=O)NC1=NC=C(C=C1)OCC1CC1)C (S)-2-(5-(6-(benzyloxy)pyridazin-3-yl)-3,6-dihydropyridin-1(2H)-yl)-N-(5-(cyclopropylmethoxy)pyridin-2-yl)propanamide